CC=1C(=C(C(=NC1C1=CC(=CC=C1)C1=NOC(=C1)[C@]1(C(N(CC1)C)=O)O)C(=O)O)N)C (R)-methyl-3-amino-6-(3-(5-(3-hydroxy-1-methyl-2-oxopyrrolidin-3-yl)isoxazol-3-yl)phenyl)-4-methylpyridinecarboxylic acid